O1C(=CC=C1)C(O)C(=O)C(C=1OC=CC1)O furyl-hydroxymethyl ketone